N-(acryl)morpholine C(=O)(C=C)N1CCOCC1